C1(=CC=CC=C1)C1=NC=NC2=C3C(=CC=C12)C=CC=C3 4-phenyl-benzo[h]quinazoline